1-(3-((7-(2-amino-7-fluorobenzo[d]thiazol-4-yl)-6-chloro-8-fluoro-2-((tetrahydro-1H-pyrrolizin-7a(5H)-yl)methoxy)quinazolin-4-yl)(methyl)amino)azetidin-1-yl)prop-2-en-1-one NC=1SC2=C(N1)C(=CC=C2F)C2=C(C=C1C(=NC(=NC1=C2F)OCC21CCCN1CCC2)N(C2CN(C2)C(C=C)=O)C)Cl